NC1=C(C=C(C2=CC=CC=C12)S(=O)(=O)O)N=NC=1C=NC(=CC1)C1=C(C=CC=C1)C1=CC=CC=C1 4-amino-3-(6-biphenyl-2-ylpyridine-3-ylazo)naphthalene-1-sulfonic acid